2-(4-(5-(2,6-dioxopiperidin-3-yl)pyridin-2-yl)piperazin-1-yl)acetic acid O=C1NC(CCC1C=1C=CC(=NC1)N1CCN(CC1)CC(=O)O)=O